BrC=1C=C(C=CC1)N1CCN(CC1)C(C)(C)C 1-(3-bromophenyl)-4-(tert-butyl)piperazine